1-(9Z,12Z-heptadecadienoyl)-2-pentadecanoyl-glycero-3-phosphocholine CCCCCCCCCCCCCCC(=O)O[C@H](COC(=O)CCCCCCC/C=C\C/C=C\CCCC)COP(=O)([O-])OCC[N+](C)(C)C